ICC(=O)NCC(=O)O 2-(iodoacetamido)acetic acid